5-hydroxy-N,N-diethyltryptamine OC1=CC=C2NC=C(CCN(CC)CC)C2=C1